4-(6-chloro-1,2,3,4-tetrahydroquinolin-2-yl)benzenesulfonamide ClC=1C=C2CCC(NC2=CC1)C1=CC=C(C=C1)S(=O)(=O)N